3-(4-((3-(furan-2-yl)phenyl)carbamoyl)-3-methyl-5-oxo-4,5-dihydro-1H-pyrazol-1-yl)benzoic acid isopropyl ester C(C)(C)OC(C1=CC(=CC=C1)N1N=C(C(C1=O)C(NC1=CC(=CC=C1)C=1OC=CC1)=O)C)=O